NCC1=CC(=C(C(=C1)C)C1=NC=C(C(=C1)CN1C(OC2=C1C=CC(=C2)N2CCOCC2)=O)C)C 3-((2-(4-(aminomethyl)-2,6-dimethylphenyl)-5-methylpyridin-4-yl)methyl)-6-morpholinobenzo[d]oxazol-2(3H)-one